ClC1=C(C=CC=C1)C=O (2-chlorophenyl)-methanone